CS1C(=NC(=C1CCCO[Si](C)(C)C(C)(C)C)C(=O)O)NC(=O)OC(C)(C)C.BrC=1C(=C(SC1Br)C(=O)NCC(=O)O)F N-[(4,5-dibromo-3-fluoro-2-thienyl)carbonyl]glycine Methyl-2-((tert-butoxycarbonyl)amino)-5-(3-((tert-butyldimethylsilyl)oxy)propyl)thiazole-4-carboxylate